racemic-2,2-dimethyl-1-(pyridin-2-yl)propan-1-amine CC([C@@H](N)C1=NC=CC=C1)(C)C |r|